methyl-2H-[1,4'-bipyridin]-2-one CC=1C(N(C=CC1)C1=CC=NC=C1)=O